2-(2-(2-methoxyethoxy)ethoxy)ethane-1-ol COCCOCCOCCO